N1=C(C=CC=2CCCNC12)C[C@H]1C[C@H](C1)C(=O)NC[C@@H](C(=O)O)NS(=O)(=O)C1=C(C=C(C=C1C)C)C (S)-3-(cis-3-((5,6,7,8-tetrahydro-1,8-naphthyridin-2-yl)methyl)-cyclobutane-1-carboxamido)-2-((2,4,6-trimethylphenyl)sulphonamido)-propionic acid